ClC1=C(C=CC=2N(N=NC21)C)CCC(=O)O 3-(4-chloro-1-methyl-1H-benzotriazol-5-yl)propanoic acid